(S)-N-(3-chloro-4-(difluoromethoxy)-2-fluorophenyl)-5-fluoro-6-(pyrrolidin-3-yloxy)quinazolin-4-amine ClC=1C(=C(C=CC1OC(F)F)NC1=NC=NC2=CC=C(C(=C12)F)O[C@@H]1CNCC1)F